2-methyl-4-(2-methyl-cyclopenten-1-yl)butanol bis(2,2,6,6-tetramethyl-4-piperidyl)sebacate CC1(NC(CC(C1)C(C(=O)O)(CCCCCCCC(=O)O)C1CC(NC(C1)(C)C)(C)C)(C)C)C.CC(CO)CCC1=C(CCC1)C